C1(=CC(=CC=C1)C1=NC(=NC=C1Cl)N[C@H]1C[C@H](CCC1)C(=O)O)C1=CC=CC=C1 (1S,3R)-3-((4-([1,1'-biphenyl]-3-yl)-5-chloropyrimidin-2-yl)amino)cyclohexane-1-carboxylic acid